CC(CC1=C(C=CC=C1)C)(C)N 2-Methyl-1-(o-tolyl)propan-2-amine